CC1CC(C1)C(=O)O.CC1CC(C1)C(=O)O.IC1=C(C(=C(C=C1)C)C)C iodotrimethylbenzene bis(3-methylcyclobutaneformate)